3,4-Difluoro-N-[(1R)-2-hydroxy-1-[1-[(1R)-3-(hydroxyamino)-1-(2-naphthylmethyl)-3-oxo-propyl]triazol-4-yl]ethyl]benzamid FC=1C=C(C(=O)N[C@@H](CO)C=2N=NN(C2)[C@@H](CC(=O)NO)CC2=CC3=CC=CC=C3C=C2)C=CC1F